tert-butyl 2-(4-(trifluoromethyl) phenyl)-8-azaspiro[4.5]decane-8-carboxylate FC(C1=CC=C(C=C1)C1CC2(CC1)CCN(CC2)C(=O)OC(C)(C)C)(F)F